CC=1C=C(C=C(C1)C)C1=NC2=C(N1)C=CC=C2 2-(3,5-dimethylphenyl)-1H-benzimidazole